N[C@H](CC1=C(C=2N=NC=C(C2S1)NCC=1SC=CC1)C)CC1(COC1)F 6-[(2S)-2-amino-3-(3-fluorooxetan-3-yl)propyl]-7-methyl-N-[(thiophen-2-yl)methyl]thieno[3,2-c]pyridazin-4-amine